5-(5-(5-Methyl-4,5,6,7-tetrahydropyrazolo[1,5-a]pyrazin-3-yl)-1H-pyrrolo[2,3-b]pyridin-3-yl)-N-(pyridin-3-yl)pyrazolo[1,5-a]pyridine-3-carboxamide CN1CC=2N(CC1)N=CC2C=2C=C1C(=NC2)NC=C1C1=CC=2N(C=C1)N=CC2C(=O)NC=2C=NC=CC2